5-[6-(benzyloxy)-8-fluoro-1,2,3,4-tetrahydroisoquinolin-7-yl]-1λ6,2,5-thiadiazolidine-1,1,3-trione C(C1=CC=CC=C1)OC=1C=C2CCNCC2=C(C1N1CC(NS1(=O)=O)=O)F